(1-(7-(5-(pyrrolidine-1-carbonyl)thiophen-2-yl)quinolin-5-yl)cyclopropyl)benzamide N1(CCCC1)C(=O)C1=CC=C(S1)C1=CC(=C2C=CC=NC2=C1)C1(CC1)C1=C(C(=O)N)C=CC=C1